5-(6-(tert-butylsulfonyl)-7-methoxyimidazo[1,2-a]pyridin-3-yl)-3-fluoro-2-methoxybenzoic acid C(C)(C)(C)S(=O)(=O)C=1C(=CC=2N(C1)C(=CN2)C=2C=C(C(=C(C(=O)O)C2)OC)F)OC